FC1=CC2=C(N=C(O2)N2CC3=CC=C(C(=C3C[C@H]2C(=O)OC)OCC=2C=NC(=CC2)OC)OC)C=C1 Methyl (S)-2-(6-fluorobenzo[d]oxazol-2-yl)-6-methoxy-5-((6-methoxypyridin-3-yl) methoxy)-1,2,3,4-tetrahydroisoquinoline-3-carboxylate